CC=1C(=NC=CC1)C(=O)O 3-methylpyridine-2-carboxylic acid